tetrachloroBisphenol A terephthalate C(C1=CC=C(C(=O)O)C=C1)(=O)O.ClC1=C(C(=C(C(=C1O)Cl)Cl)C(C)(C)C1=CC=C(C=C1)O)Cl